NC=1C=C(C(=O)OC)C=CC1C1OCCO1 methyl 3-amino-4-(1,3-dioxolan-2-yl)benzoate